(4-bromophenyl)bis(benzopyrrole-2-yl)phosphorus oxide BrC1=CC=C(C=C1)P(C=1NC2=C(C1)C=CC=C2)(C=2NC1=C(C2)C=CC=C1)=O